CCCC(=O)SCC[N+](C)(C)C The molecule is a quaternary ammonium ion obtained by the formal condensation of the carboxy group of butyric acid with the thiol group of thiocholine. It is used as a reagent for determination of butyrylcholinesterase activity.